sodium hydroselenide [SeH-].[Na+]